N-[(S)-(4,4-Difluorocyclohexyl){5-[1-(2,2-Difluoropropylcarbamoyl)-3,3-difluoro-propyl]-4-fluoro-1H-benzimidazol-2-yl}methyl]carbamic acid benzyl ester C(C1=CC=CC=C1)OC(N[C@H](C1=NC2=C(N1)C=CC(=C2F)C(CC(F)F)C(NCC(C)(F)F)=O)C2CCC(CC2)(F)F)=O